C(C)(C)(C)C1=CC=C(CC(C=O)C)C=C1 p-tert-butyl-alpha-methylhydrocinnamaldehyde